NC1=NC=2C=C(C(=CC2C2=C1COC2)C(=O)N2C(CC[C@@H](C2)C)C=2C=CC1=C(CC3(CCN(CC3)C3CC3)O1)C2)F (4-amino-7-fluoro-1,3-dihydrofuro[4,3-c]quinolin-8-yl)[(5S)-2-(1'-cyclopropyl-1',2',3,3',5',6'-hexahydrospiro[1-Benzofuran-2,4'-pyridine]-5-yl)-5-methylpiperidin-1-yl]methanone